7-bromo-8-(((tert-butyldimethylsilyl)oxy)methyl)-3-methyl-[1,2,4]triazolo[4,3-a]pyridine BrC1=C(C=2N(C=C1)C(=NN2)C)CO[Si](C)(C)C(C)(C)C